C(C1=CC=CC=C1)OC1=C(C=C(C=C1)CC#N)F [4-(Benzyloxy)-3-fluorophenyl]acetonitrile